3-(1-oxo-5-(4-(piperidin-4-yloxy)-[1,4'-bipiperidin]-1'-yl)isoindolin-2-yl)piperidine-2,6-dione O=C1N(CC2=CC(=CC=C12)N1CCC(CC1)N1CCC(CC1)OC1CCNCC1)C1C(NC(CC1)=O)=O